(E)-2-cyclohexyl-5-methyl-4-(phenylsulfonyloxyimino)cyclohexa-2,5-dienone C1(CCCCC1)C=1C(C=C(/C(/C1)=N/OS(=O)(=O)C1=CC=CC=C1)C)=O